C(C)(C)(C)OC(N[C@@H]1CN(CC[C@@H]1N=[N+]=[N-])C(=O)C1=CC2=C(N(C(=N2)C2=CC=3C(=NC=CC3)N2CC2CC2)C)C=C1)=O |r| rac-N-[(3R,4S)-4-azido-1-{2-[1-(cyclopropylmethyl)-1H-pyrrolo[2,3-b]pyridin-2-yl]-1-methyl-1H-1,3-benzodiazol-5-carbonyl}piperidin-3-yl]carbamic acid tert-butyl ester